2,3-Dihydrobenzo[b]furan-7-carboxamide O1C2=C(CC1)C=CC=C2C(=O)N